C(C1=CC=CC=C1)N1N=CC(=C1)C1OCC(NC1C)=O 6-(1-benzyl-1H-pyrazol-4-yl)-5-methylmorpholine-3-one